N-(3-(1,1-difluoroethyl)phenyl)-1-(4-(difluoromethoxy)phenyl)-5-ethyl-3-methyl-1H-pyrazole-4-carboxamide FC(C)(F)C=1C=C(C=CC1)NC(=O)C=1C(=NN(C1CC)C1=CC=C(C=C1)OC(F)F)C